2-aminoethyl α-D-mannopyranosyl-(1→3)-[α-D-mannopyranosyl-(1→6)]-2-deoxy-2-fluoro-β-D-glucopyranoside [C@H]1([C@@H](O)[C@@H](O)[C@H](O)[C@H](O1)CO)O[C@@H]1[C@H]([C@H](OCCN)O[C@@H]([C@H]1O)CO[C@@H]1[C@@H](O)[C@@H](O)[C@H](O)[C@H](O1)CO)F